tin telluride oxide [Sn](=[Te])=O